N,N-diethylphenylenediamine C(C)N(C1=C(C=CC=C1)N)CC